(+/-)-4-(4-{[2-(3-Methoxy-1H-pyrazol-4-yl)pyrrolidin-1-yl]methyl}phenoxy)benzamid COC1=NNC=C1[C@@H]1N(CCC1)CC1=CC=C(OC2=CC=C(C(=O)N)C=C2)C=C1 |r|